(1R,2R,3R,5S)-3-(2-(aminomethyl)-4-fluorophenoxy)-5-(4-methyl-7H-pyrrolo[2,3-d]pyrimidin-7-yl)cyclopentane-1,2-diol NCC1=C(O[C@H]2[C@@H]([C@@H]([C@H](C2)N2C=CC3=C2N=CN=C3C)O)O)C=CC(=C1)F